3-bromo-N-(pyridin-3-yl)thieno[3,2-b]pyridin-5-amine BrC1=CSC=2C1=NC(=CC2)NC=2C=NC=CC2